5,5,8,8-tetramethyl-5,6,7,8-tetrahydronaphthalen-2-ol CC1(C=2C=CC(=CC2C(CC1)(C)C)O)C